N-((3R,4S)-1-(Cyclopropylsulfonyl)-3-methylpiperidin-4-yl)-5-(piperidin-1-yl)-6-(1H-pyrazol-4-yl)-[1,2,4]triazolo[1,5-a]pyridin-2-amine C1(CC1)S(=O)(=O)N1C[C@H]([C@H](CC1)NC1=NN2C(C=CC(=C2N2CCCCC2)C=2C=NNC2)=N1)C